4-methyl-N-(2-(4-methylpiperazin-1-yl)-5-(4-((3-morpholinopropyl)carbamoyl)-1H-1,2,3-triazol-1-yl)phenyl)-6-(trifluoromethyl)nicotinamide CC1=CC(=NC=C1C(=O)NC1=C(C=CC(=C1)N1N=NC(=C1)C(NCCCN1CCOCC1)=O)N1CCN(CC1)C)C(F)(F)F